isobutyl chloride C(C(C)C)Cl